C(C)(C)N(C1CC(C1)OC=1C=C2C(N(C(C2=CC1)=O)[C@@H]1C(NC(C[C@@H]1C)=O)=O)=O)CC1CCNCC1 4-((isopropyl((1S,3r)-3-((2-((3S,4S)-4-methyl-2,6-dioxopiperidin-3-yl)-1,3-dioxoisoindolin-5-yl)oxy)cyclobutyl)amino)methyl)piperidin